O[C@H](CCCCCCCCCCCCCCCCCCCCCCCCCCCCCCCCC)[C@H]1N(C(OC1)(C)C)C(=O)[O-] (4S)-4-[(1R)-1-hydroxytetratriacontyl]-2,2-dimethyl-oxazolidine-3-carboxylate